BrC1=C(C=C2C(N(C=NC2=C1)C)=O)OC 7-Bromo-6-methoxy-3-methylquinazolin-4-one